CO[C@H]1C[C@H]([C@H]2[C@@H]1OC(O2)(C)C)N2C=CC1=C2N=CN=C1C |r| (+/-)-7-((3aS,4R,6S,6aR)-6-methoxy-2,2-dimethyltetrahydro-4H-cyclopenta[d][1,3]dioxol-4-yl)-4-methyl-7H-pyrrolo[2,3-d]pyrimidine